1-(3-(((4,4-bis(((Z)-oct-5-en-1-yl)oxy)butanoyl)oxy)methyl)-5-(hydroxymethyl)benzyl) 8-(7,7,8,8,8-pentafluorooctyl) octanedioate C(CCCCCCC(=O)OCCCCCCC(C(F)(F)F)(F)F)(=O)OCC1=CC(=CC(=C1)CO)COC(CCC(OCCCC\C=C/CC)OCCCC\C=C/CC)=O